NC1=NC=NN2C1=C(C=C2C=2C=CC(=C(C(=O)N[C@@H]1CN(C[C@@H]1F)C(=O)C1CCC(CC1)(F)F)C2)C)C(F)(F)F 5-[4-amino-5-(trifluoromethyl)pyrrolo[2,1-f][1,2,4]triazin-7-yl]-N-[(3R,4S)-1-(4,4-difluorocyclohexanecarbonyl)-4-fluoropyrrolidin-3-yl]-2-methylbenzamide